methyl N-methyl-N-(1-(vinylsulfonyl) piperidine-4-carbonyl)-L-valinate CN([C@@H](C(C)C)C(=O)OC)C(=O)C1CCN(CC1)S(=O)(=O)C=C